CN(S(=O)(=O)C(C(C(C(C(C(C(C(F)(F)F)(F)F)(F)F)(F)F)(F)F)(F)F)(F)F)(F)F)C(C(F)(F)F)(O)F N-methylperfluoro-1-octanesulfonamidoethanol